N[C@@H]1CC=CC[C@H]1C1=C(C=2N=C(N=C(C2S1)NCC=1SC=CC1)Cl)Cl 6-((1r,6r)-6-aminocyclohex-3-en-1-yl)-2,7-dichloro-N-(thiophen-2-ylmethyl)thieno[3,2-d]pyrimidin-4-amine